2-[[4-[6-[(4-cyano-2-fluoro-phenyl)methoxy]-2-pyridyl]-2-fluoro-phenyl]methyl]-3-[[(2R)-1-(2,2-dimethylpropanoyl)azetidin-2-yl]methyl]benzimidazole-5-carboxylic acid C(#N)C1=CC(=C(C=C1)COC1=CC=CC(=N1)C1=CC(=C(C=C1)CC=1N(C2=C(N1)C=CC(=C2)C(=O)O)C[C@@H]2N(CC2)C(C(C)(C)C)=O)F)F